2-[2-Methoxy-4-[(4-oxo-2-thioxo-5-thiazolidinylidene)methyl]phenoxy]-acetic acid ethyl ester C(C)OC(COC1=C(C=C(C=C1)C=C1C(NC(S1)=S)=O)OC)=O